3-[5-[[4-[[1-[(4-aminophenyl)methyl]-4-piperidyl]oxy]-1-piperidyl]methyl]-3-methyl-2-oxo-benzimidazol-1-yl]piperidine-2,6-dione NC1=CC=C(C=C1)CN1CCC(CC1)OC1CCN(CC1)CC1=CC2=C(N(C(N2C)=O)C2C(NC(CC2)=O)=O)C=C1